C1(CC1)N1N=C(C=C1CNC1=NC(=NC=2N1N=CC2C(C)C)OC2CCN(CC2)C)C N-((1-cyclopropyl-3-methyl-1H-pyrazol-5-yl)methyl)-8-isopropyl-2-((1-methylpiperidin-4-yl)oxy)pyrazolo[1,5-a][1,3,5]triazin-4-amine